NCCCCCC(=O)NCC1=CC=C2C=CC3=C(N(C(N3C3C(NC(CC3)=O)=O)=O)C)C2=C1 6-Amino-N-((3-(2,6-dioxopiperidin-3-yl)-1-methyl-2-oxo-2,3-dihydro-1H-naphtho[1,2-d]imidazol-8-yl)methyl)caproamide